C(C)(C)(C)OC(=O)N1CCC(CC1)CCC1=CC=C(C=C1)C(C)CC.C(C1CO1)OC1=CC=C(C2=CC=CC=C12)OCC1CO1 1,4-diglycidyl-oxynaphthalene tert-butyl-4-(4-(sec-butyl)phenethyl)piperidine-1-carboxylate